C(C1=CC=CC=C1)OC(=O)N1CCC(CC1)CN1[C@@H](CN(CC1)C(=O)OC(C)(C)C)C tert-butyl (R)-4-((1-((benzyloxy) carbonyl) piperidin-4-yl) methyl)-3-methylpiperazine-1-carboxylate